COC=1C=C(CN2C=C(C=C(C2=O)C(NC)=O)C(=O)O)C=CC1 1-(3-methoxybenzyl)-5-(methylcarbamoyl)-6-oxo-1,6-dihydropyridine-3-Formic acid